FC(C=1C=C(C=CC1)C1=CC=C(C=C1)[C@@H]1[C@H](C1)N[C@@H]1CC[C@H](CC1)N)(F)F (Trans)-N1-((1S,2R)-2-(3'-(trifluoromethyl)-[1,1'-biphenyl]-4-yl)cyclopropyl)cyclohexane-1,4-diamine